C(C=C)(=O)N1[C@@H](C[C@H](CC1)N1N=CC=2C(=NC=3C(=C(C(=CC3C21)Cl)C2=CN=CC1=CC=CC=C21)F)N2CC(C2)N(C)C)CC#N ((2S,4S)-1-acryloyl-4-(8-chloro-4-(3-(dimethylamino)azetidin-1-yl)-6-fluoro-7-(isoquinolin-4-yl)-1H-pyrazolo[4,3-c]quinolin-1-yl)piperidin-2-yl)acetonitrile